(2S)-4-(4-amino-3-fluorophenyl)-2-methylpiperazine-1-carboxylic acid tert-butyl ester C(C)(C)(C)OC(=O)N1[C@H](CN(CC1)C1=CC(=C(C=C1)N)F)C